CC1=CC=C(OCCNC2(CCOCC2)C(=O)NC2(CC2)C2=CC=C(C(=O)OC)C=C2)C=C1 Methyl 4-[1-[[4-[2-(4-methylphenoxy)ethylamino]tetrahydropyran-4-carbonyl]amino]cyclopropyl]benzoate